3-bromo-5-cyclopropyl-2-(4,4-difluoropiperidin-1-yl)-6-(trifluoromethyl)pyridine BrC=1C(=NC(=C(C1)C1CC1)C(F)(F)F)N1CCC(CC1)(F)F